5-(8-methoxy-2-methylimidazo[1,2-b]pyridazin-6-yl)-2-{6-[(2,2,6,6-tetramethylpiperidin-4-yl)oxy]pyridazin-3-yl}pyridin-3-ol COC=1C=2N(N=C(C1)C=1C=C(C(=NC1)C=1N=NC(=CC1)OC1CC(NC(C1)(C)C)(C)C)O)C=C(N2)C